C1CC1S(=O)(=O)N 3-cyclopropanesulfonamide